N,N-Dimethyl-4-[3-(triisopropylsilyl)propioloyl]benzamide CN(C(C1=CC=C(C=C1)C(C#C[Si](C(C)C)(C(C)C)C(C)C)=O)=O)C